2-(1-ethyl-1H-indol-2-yl)-N-(3-(methylsulfonamido)phenyl)thiazole-4-carboxamide C(C)N1C(=CC2=CC=CC=C12)C=1SC=C(N1)C(=O)NC1=CC(=CC=C1)NS(=O)(=O)C